methyl L-asparaginate hydrochloride Cl.N[C@@H](CC(N)=O)C(=O)OC